ClC1=C(C(=CC=C1Cl)C(F)(F)F)CN [2,3-dichloro-6-(trifluoromethyl)phenyl]methanamine